FC1=C(NS(=O)(=O)NC2=NC=NS2)C=C(C=C1)F 2,5-difluoro-N-(1,2,4-thiadiazol-5-yl)-anilinesulfonamide